(S)-2-amino-3-(4-((2-amino-7-(2-chloro-4-fluorobenzyl)-7H-pyrrolo[2,3-d]pyrimidine-4-yl)oxy)phenyl)propionic acid hydrochloride Cl.N[C@H](C(=O)O)CC1=CC=C(C=C1)OC=1C2=C(N=C(N1)N)N(C=C2)CC2=C(C=C(C=C2)F)Cl